(3-methoxy-5-(quinolin-4-yloxy)phenyl)-3-methyl-1,2,4-oxadiazole COC=1C=C(C=C(C1)OC1=CC=NC2=CC=CC=C12)C1=NC(=NO1)C